(2S)-aziridine-1,2-dicarboxylic acid 1-benzyl 2-methyl ester COC(=O)[C@H]1N(C1)C(=O)OCC1=CC=CC=C1